C(C)N1C2=NC(=NC(=C2N=C1N1CC(N(CC1)C)=O)N1CCOCC1)C1=CC(=CC=C1)C1=NN(C=C1)C 4-(9-ethyl-2-(3-(1-methyl-1H-pyrazol-3-yl)phenyl)-6-morpholino-9H-purin-8-yl)-1-methylpiperazin-2-one